4-(10-prop-2-enoyloxydecoxy)benzoate C(C=C)(=O)OCCCCCCCCCCOC1=CC=C(C(=O)[O-])C=C1